FC1=C(C(=CC=C1)F)N1N=C(C=CC1=O)C(=O)NC=1C(=C2C=NN(C2=CC1)C)N1C[C@@H]([C@@H](C1)C)NC(OC(C)(C)C)=O tert-butyl N-[(3R,4R)-1-[5-[[1-(2,6-difluorophenyl)-6-oxo-pyridazine-3-carbonyl]amino]-1-methyl-indazol-4-yl]-4-methyl-pyrrolidin-3-yl]carbamate